6-bromo-3,4-dihydro-2H-benzo[b][1,4]thiazine BrC1=CC2=C(SCCN2)C=C1